6-butyl-5-(2,6-dimethoxyphenyl)-3-[4-(1H-imidazol-4-yl)piperidine-1-carbonyl]pyridine-2,4-diol C(CCC)C1=C(C(=C(C(=N1)O)C(=O)N1CCC(CC1)C=1N=CNC1)O)C1=C(C=CC=C1OC)OC